FC=1C=C(C=CC1)C1=NN=C(O1)C(=O)N 5-(3-fluorophenyl)-1,3,4-oxadiazole-2-carboxamide